Ethyl 3-methoxy-4-oxo-5-((2,4,6-trifluorobenzyl)carbamoyl)-4H-pyran-2-carboxylate COC1=C(OC=C(C1=O)C(NCC1=C(C=C(C=C1F)F)F)=O)C(=O)OCC